C(C=C)(=O)NC=1C=C(C(=O)NC=2C=C(C=CC2)NC=2C3=C(NN2)C(N(C3)C(=O)N[C@H](CN(C)C)C3=CC=CC=C3)(C)C)C=CC1 (S)-3-((3-(3-acrylamidobenzamido)phenyl)amino)-N-(2-(dimethylamino)-1-phenylethyl)-6,6-dimethyl-4,6-dihydropyrrolo[3,4-c]pyrazole-5(1H)-carboxamide